N1=CC=C(C=C1)C1=C(C=CC=C1)[C@H]1N(CCC1)C(=O)OC(C)(C)C tert-butyl (2S)-2-[2-(pyridin-4-yl)phenyl]pyrrolidine-1-carboxylate